Cl.N(N)CC=1C(=NN(C1)C)I (hydrazinylmethyl)-3-iodo-1-methyl-1H-pyrazole hydrochloride